FC(C(C(F)(F)F)(O)C1=CC=C(C=C1)C1=C(C=C(C=C1)CN1C[C@@H](N(CC1)CC1=CC=NC=C1)C(=O)OC(C)C)C)(F)F isopropyl (R)-4-((4'-(1,1,1,3,3,3-hexafluoro-2-hydroxypropan-2-yl)-2-methyl-[1,1'-biphenyl]-4-yl)methyl)-1-(pyridin-4-ylmethyl)piperazine-2-carboxylate